C1(CC1)C=1N=CC2=C(N1)NC=C2C=2C=CC=1N(N2)C(=CN1)C 2-cyclopropyl-5-(3-methylimidazo[1,2-b]pyridazin-6-yl)-7H-pyrrolo[2,3-d]pyrimidine